N[C@@H](CC(=O)N1[C@H](CNCC1)COC(C)(C)C)CC1=C(C=C(C(=C1)F)F)F (R)-4-{(R)-3-amino-4-(2,4,5-trifluorophenyl)-butanoyl}-3-(t-butoxymethyl)piperazine